1-[2-(dimethylamino)ethyl]pyrazol-4-amine CN(CCN1N=CC(=C1)N)C